(1S,3S,4R)-2-[(1R)-1-phenylethyl]-2-azabicyclo[2.2.2]oct-5-ene-3-carboxylic acid ethyl ester C(C)OC(=O)[C@H]1N([C@@H]2C=C[C@H]1CC2)[C@H](C)C2=CC=CC=C2